CCCCCCC/C=C\CCCCCCCC(=O)OC[C@H](COP(=O)(O)OC[C@@H](C(=O)O)N)OC(=O)CCCC/C=C\C/C=C\C/C=C\CCCCC 1-(9Z-heptadecenoyl)-2-(6Z,9Z,12Z-octadecatrienoyl)-glycero-3-phosphoserine